4-(2-(6-amino-3-methyl-1H-indazol-1-yl)ethyl)piperidine-1-carboxylic acid tert-butyl ester (tert-butyl 4-(2-(6-amino-3-methyl-1H-indazol-yl) ethyl) piperidine-1-carboxylate) C(C)(C)(C)C1N(CCC(C1)CCN1N=C(C2=CC=C(C=C12)N)C)C(=O)O.C(C)(C)(C)OC(=O)N1CCC(CC1)CCN1N=C(C2=CC=C(C=C12)N)C